tert-Butyl N-(2,7-dioxoazepan-3-yl)carbamate O=C1NC(CCCC1NC(OC(C)(C)C)=O)=O